COC1=CC=C(CN(C=2SC=C(N2)COC2=CC(=CC=C2)OC)CC2=CC=C(C=C2)OC)C=C1 N,N-bis(4-methoxybenzyl)-4-((3-methoxyphenoxy)methyl)thiazol-2-amine